(S)-2-(1-aminoethyl)-5-chloro-3-(3-fluoro-3-(hydroxymethyl)cyclobutyl)quinazolin-4(3H)-one hydrochloride Cl.N[C@@H](C)C1=NC2=CC=CC(=C2C(N1C1CC(C1)(CO)F)=O)Cl